5-Ethynyl-6-fluoro-4-(8-fluoro-2-(((2R,7aS)-2-fluorotetrahydro-1H-pyrrolizin-7a(5H)-yl)methoxy)-4-(1-oxa-6-azaspiro[3.5]nonan-6-yl)pyrido[4,3-d]pyrimidin-7-yl)naphthalen-2-ol C(#C)C1=C2C(=CC(=CC2=CC=C1F)O)C1=C(C=2N=C(N=C(C2C=N1)N1CC2(CCO2)CCC1)OC[C@]12CCCN2C[C@@H](C1)F)F